N1=CN=C(C2=C1NC=C2)NC=2C=NN(C2)C2(CN(C2)S(=O)(=O)C(C)C)CC#N 2-(3-(4-((7H-pyrrolo[2,3-d]pyrimidin-4-yl)amino)-1H-pyrazol-1-yl)-1-(isopropylsulfonyl)azetidin-3-yl)acetonitrile